C(=O)C1=C(OC[C@H]2N(CCCC2)C(=O)C2=C(C=O)C(=CC=C2)O)C=CC=C1O 2-[(2S)-2-[(2-Formyl-3-hydroxyphenoxy)methyl]piperidin-1-carbonyl]-6-hydroxybenzaldehyd